FC(=O)[O-] Fluoroformate